N,N-diethyl-N-eicosylammonium C(C)[NH+](CCCCCCCCCCCCCCCCCCCC)CC